{2-[4-(benzyloxy)-1H-indol-3-yl]ethyl}(methyl)(propan-2-yl)azanium chloride [Cl-].C(C1=CC=CC=C1)OC1=C2C(=CNC2=CC=C1)CC[NH+](C(C)C)C